1-(1-benzofuran-2-yl)-2-mesityl-ethanone O1C(=CC2=C1C=CC=C2)C(CC2=C(C=C(C=C2C)C)C)=O